N1=CC(=CC=C1)C(C)=O 1-(Pyridin-3-yl)ethan-1-on